N(C(=N)N)C1=NN(C=N1)CC1=CC=C(C=C1)C=C 3-guanidino-1-(4-vinylbenzyl)-1H-1,2,4-triazole